N[C@@H]1C[C@H](CCC1)C(=O)OC methyl (1S,3S)-3-aminocyclohexylcarboxylate